ethoxy(1,1,2,2-tetrafluoroethoxy)ethane C(C)OC(C)OC(C(F)F)(F)F